N[C@@H](C(=O)OCC1=CC=CC=C1)CC(=O)N benzyl (2R)-2,4-diamino-4-oxo-butanoate